C1=CC2=C(C(=C1)O)N=CC=C2 8-Oxyquinoline